3,3-difluoro-1-(isopropoxycarbonyl)cyclobutane-1-carboxylic acid FC1(CC(C1)(C(=O)O)C(=O)OC(C)C)F